(2-chloro-4-methylpyrimidin-5-yl)ethanol ClC1=NC=C(C(=N1)C)C(C)O